BrC=1C=C2NCCN(C2=CC1)C 6-bromo-1-methyl-1,2,3,4-tetrahydroquinoxaline